O[C@H]1CN(CC1)C1=NC=2N(C(=N1)NCC1=CC=C(C=C1)NC(CC)=O)N=CC2C(C)C (R)-N-(4-(((2-(3-hydroxypyrrolidin-1-yl)-8-isopropylpyrazolo[1,5-a][1,3,5]triazin-4-yl)amino)methyl)phenyl)propanamide